C(C1=CC=CC=C1)(C1=CC=CC=C1)(C1=CC=CC=C1)OC[C@@H]1C[C@H]([C@@H](O1)N1C=NC=2C(N)=NC=NC12)O 5'-O-trityl-3'-deoxyadenosine